(2R,8aS)-7-amino-2-(2,3-dichloro-6-hydroxyphenyl)hexahydroindolizin-5(1H)-one NC1CC(N2C[C@H](C[C@H]2C1)C1=C(C(=CC=C1O)Cl)Cl)=O